trimethylolpropane tris(2-bromoisobutyrate) BrC(C(=O)O)(C)C.BrC(C(=O)O)(C)C.BrC(C(=O)O)(C)C.C(O)C(CC)(CO)CO